COC([C@@H]([C@@H](O)C1=C(C=CC=C1)C)O)=O (2R,3S)-methyl-3-(2-methylphenyl)-2,3-dihydroxypropanoate